Methyl 2-chloro-3-(6-oxo-1,6-dihydropyridin-3-yl)benzoate ClC1=C(C(=O)OC)C=CC=C1C1=CNC(C=C1)=O